ethyl 5-(1-adamantyl)-7-oxo-4H-pyrazolo[1,5-a]pyrimidine-2-carboxylate Ethyl-3-(1-adamantyl)-3-oxopropanoate C(C)OC(CC(=O)C12CC3CC(CC(C1)C3)C2)=O.C23(CC1CC(CC(C2)C1)C3)C=3NC=1N(C(C3)=O)N=C(C1)C(=O)OCC